anti-zirconocene dichloride [Cl-].[Cl-].[CH-]1C=CC=C1.[CH-]1C=CC=C1.[Zr+2]